S1SC(CC1)CCCCC(=O)O 1,2-dithiolane-3-valeric acid